ClC1=NC(N2C(N3C(CC2)CC2(CC3)CC(C2)OC)=C1)=O 2'-Chloro-3-methoxy-6',7',7a',8',10',11'-hexahydro-4'H-spiro[cyclobutane-1,9'-pyrido[1,2-c]pyrimido[1,6-a]pyrimidin]-4'-one